C(C)(C)(C)OC(=O)C1=CC=C(C=C1)B(O)O 4-(t-butoxycarbonyl)phenylboronic acid